2,6-Difluoro-3-(1-methyl-6-(4-phenylpiperidin-1-yl)-1H-pyrazolo[3,4-d]pyrimidin-3-yl)-5-(trifluoromethyl)phenol FC1=C(C(=C(C=C1C1=NN(C2=NC(=NC=C21)N2CCC(CC2)C2=CC=CC=C2)C)C(F)(F)F)F)O